C(#N)C1=C(C=CC(=C1)C(N(C)C)=O)[C@H]([C@H](C)C=1N(C(C(=C(N1)C(=O)NC=1C=NOC1)O)=O)C)C1=CC=CC=C1 2-((1r,2s)-1-(2-cyano-4-(dimethylcarbamoyl)phenyl)-1-phenylpropan-2-yl)-5-hydroxy-N-(isoxazol-4-yl)-1-methyl-6-oxo-1,6-dihydropyrimidine-4-carboxamide